ClC1=CC=C(OCC[N+]2=CN([C@H]3[C@H](OC)[C@H](O)[C@@H](CO)O3)C=3N=C(NC(C23)=O)N)C=C1 N7-(2-(4-chlorophenoxy)ethyl)-2'-O-methyl-guanosine